tert-Butyl (2-((6-amino-3-(2-fluorophenoxy)-2-(trifluoromethyl)phenyl)(methyl)amino)ethyl)(methyl)carbamate NC1=CC=C(C(=C1N(CCN(C(OC(C)(C)C)=O)C)C)C(F)(F)F)OC1=C(C=CC=C1)F